3-[3,5-bis(trifluoromethyl)pyridin-2-yl]-7-fluoro-2,3,4,5-tetrahydro-1H-1-benzazepine FC(C=1C(=NC=C(C1)C(F)(F)F)C1CNC2=C(CC1)C=C(C=C2)F)(F)F